Ethyl 2-(3-(3-chloro-4-((3,5-difluoropyridin-2-yl) methoxy)-3'-fluoro-5',6-dimethyl-2-oxo-2H-[1,4'-bipyridin]-2'-yl) phenyl)-2-methylpropionate ClC=1C(N(C(=CC1OCC1=NC=C(C=C1F)F)C)C1=C(C(=NC=C1C)C=1C=C(C=CC1)C(C(=O)OCC)(C)C)F)=O